S(CCC(=O)[O-])CCC(=O)[O-].C(CCCCCCC)[Sn+2]CCCCCCCC dioctyltin 3,3'-thiodipropionate